4-((2-acrylamidophenyl)amino)-N-(2-ethylphenyl)-2-((4-(4-methylpiperazin-1-yl)phenyl)amino)pyrimidine-5-carboxamide C(C=C)(=O)NC1=C(C=CC=C1)NC1=NC(=NC=C1C(=O)NC1=C(C=CC=C1)CC)NC1=CC=C(C=C1)N1CCN(CC1)C